N-{1-[(3bR,4aR)-1-{2-[4-(2,3-dimethylphenyl)piperazin-1-yl]-2-oxoethyl}-3b,4,4a,5-tetrahydro-1H-cyclopropa[3,4]cyclopenta[1,2-c]pyrazole-3-carbonyl]piperidin-4-yl}urea CC1=C(C=CC=C1C)N1CCN(CC1)C(CN1N=C(C2=C1C[C@@H]1[C@H]2C1)C(=O)N1CCC(CC1)NC(=O)N)=O